Tryptophanate N[C@@H](CC1=CNC2=CC=CC=C12)C(=O)[O-]